C(C)[C@H]1N(CCCC1)C(=O)C=1C=C2N=CC=NC2=CC1 |r| (±)-(2-Ethyl-piperidin-1-yl)-quinoxalin-6-yl-methanone